1-bromo-5-chloro-2-methyl-4-(2,2,2-trifluoro-1,1-dimethyl-ethyl)benzene BrC1=C(C=C(C(=C1)Cl)C(C(F)(F)F)(C)C)C